C(C)(C)(C)C1=C(CC2=CC=CC=C2)C(=CC(C1)(O)O)C(C)(C)C 2,6-di-tert-butyl-4-hydroxy-4-hydroxybenzyl-benzene